C[C@H](CCC(=C)C(C)C)[C@H]1CC[C@@H]2[C@@]1(CC[C@H]3[C@H]2CCC4=CC(=O)C=C[C@]34C)C The molecule is an ergostanoid that is ergosta-1,4,24(28)-triene substituted by an oxo group at position 3. It is isolated from Hainan soft coral Dendronephthya studeri. It has a role as a coral metabolite. It is an ergostanoid and a 3-oxo-Delta(1),Delta(4)-steroid.